(5-(5-chloro-2-methoxypyridin-4-yl)-1H-pyrazole-3-carbonyl)-N-(3-chlorobenzyl)-3-methylpiperidine-4-carboxamide ClC=1C(=CC(=NC1)OC)C1=CC(=NN1)C(=O)N1CC(C(CC1)C(=O)NCC1=CC(=CC=C1)Cl)C